ClC1=CC=C(CN2C(N3C(C4=C2C=NC(=N4)OC)=NN=C3C3(CC3)C)=O)C=C1 6-(4-chlorobenzyl)-9-methoxy-3-(1-methylcyclopropyl)pyrimido[4,5-e][1,2,4]triazolo[4,3-c]pyrimidin-5(6H)-one